2-(1,4,6,7-tetrahydro-5H-[1,2,3]triazolo[4,5-c]pyridin-5-yl)oxazole-4-carboxamide N1N=NC=2CN(CCC21)C=2OC=C(N2)C(=O)N